(5-(4-fluoro-6-methyl-1H-benzo[d]imidazol-2-yl)-1H-pyrrol-3-yl)(2-(trifluoromethyl)phenyl)methanone FC1=CC(=CC=2NC(=NC21)C2=CC(=CN2)C(=O)C2=C(C=CC=C2)C(F)(F)F)C